di-tert-butylsilanol C(C)(C)(C)[SiH](O)C(C)(C)C